N-(3-Chloro-2-ethoxybenzene-1-sulfonyl)-6-(dimethylamino)-1-benzofuran-2-carboxamide ClC=1C(=C(C=CC1)S(=O)(=O)NC(=O)C=1OC2=C(C1)C=CC(=C2)N(C)C)OCC